2-[1-(4-amino-2-cyano-phenyl)-4-hydroxy-4-piperidinyl]acetic acid tert-butyl ester C(C)(C)(C)OC(CC1(CCN(CC1)C1=C(C=C(C=C1)N)C#N)O)=O